C(C1=CC=CC=C1)OCCOC=1C=C(C(=C(C1)F)Br)F 5-(2-(benzyloxy)ethoxy)-2-bromo-1,3-difluorobenzene